BrC=1C=C(C(=NC1OC1CC2=CC=CC=C2C1)C)N=CN(C)CC N'-[5-bromo-6-(2,3-dihydro-1H-inden-2-yloxy)-2-methylpyridin-3-yl]-N-ethyl-N-methyl-imidoformamide